COC(NC)=O methyl(methyl)carbamate